N1(CCCCC1)C1CCN(CC1)C(=O)OCN1N=CC(=C1)C=1C2=C(C(=NC1)C1=C(C=C(C(=C1)C(C)=O)N)F)C(=NO2)N (4-(4-(5-acetyl-4-amino-2-fluorophenyl)-3-aminoisoxazolo[4,5-c]pyridin-7-yl)-1H-pyrazol-1-yl)methyl [1,4'-bipiperidine]-1'-carboxylate